FC(C(=O)O)(F)F.CN1C(N(C2=C1C=C(C=C2)CCC(N2CCNCC2)=O)C2C(NC(CC2)=O)=O)=O 3-{3-Methyl-2-oxo-5-[3-oxo-3-(piperazin-1-yl)propyl]-1,3-benzodiazol-1-yl}piperidine-2,6-dione trifluoroacetate